C1(=CC=CC=C1)OC(=O)C1=CN=C(C=2N=C(N=CC21)C2=CC(=CC=C2)C#C[C@]2(C(N(CC2)C)=O)O)N (R)-8-amino-2-[3-[2-(3-hydroxy-1-methyl-2-oxo-pyrrolidin-3-yl)ethynyl]phenyl]pyrido[3,4-d]pyrimidine-5-carboxylic acid phenyl ester